N1=NC=C(C=C1)N1N=C(C=C1)C(=O)O 1-(pyridazine-4-yl)-1H-pyrazole-3-carboxylic acid